(4-naphthyl)-1,5-diphenyl-5-t-butylphenyl-1,2,4-triazole C1=CC=C(C2=CC=CC=C12)C1=NC(=NN1)C1(CC=CC(C1)(C(C)(C)C)C1=CC=CC=C1)C1=CC=CC=C1